N-(5-((6-((R)-3-(2,3-difluoro-phenyl)-isoxazolidine-2-yl)pyrimidine-4-yl)amino)-4-methoxy-2-((R)-2-methylmorpholino)phenyl)acrylamide FC1=C(C=CC=C1F)[C@@H]1N(OCC1)C1=CC(=NC=N1)NC=1C(=CC(=C(C1)NC(C=C)=O)N1C[C@H](OCC1)C)OC